N1(CCCCCC1)C1=C(C=CC=C1)CCC(=O)O 2-(HEXAHYDRO-1H-AZEPIN-1-YL)-BENZENEPROPANOIC ACID